(R)-sec-butyl 2-(((2S,5R)-2-carbamoyl-3-methyl-7-oxo-1,6-diazabicyclo[3.2.1]oct-3-en-6-yl) oxy)-2-fluoroacetate C(N)(=O)[C@H]1N2C(N([C@H](C=C1C)C2)OC(C(=O)O[C@H](C)CC)F)=O